The molecule is a polyprenylhydroquinone in which the polyprenyl substituent is hexaprenyl at C-2; an additional methoxy group is also present at C-6. It is a 2-methoxy-6-all-trans-polyprenylhydroquinone and a member of hydroquinones. CC(=CCC/C(=C/CC/C(=C/CC/C(=C/CC/C(=C/CC/C(=C/CC1=C(C(=CC(=C1)O)OC)O)/C)/C)/C)/C)/C)C